C(C)(=O)NC1CCC(CC1)C(=O)NC(=N)[C@H]1N2C(N([C@H](CC1)C2)OCC2=CC=CC=C2)=O 4-acetylamino-N-(((2S,5R)-6-(phenylmethyloxy)-7-oxo-1,6-diazabicyclo[3.2.1]oct-2-yl)(imino)methyl)cyclohexane-1-carboxamide